C1(CCC1)CNC1CC2(CN(C2)C(=O)OC(C)(C)C)C1 tert-butyl 6-((cyclobutylmethyl)amino)-2-azaspiro[3.3]heptane-2-carboxylate